NC=1N=C(C(=NC1SC1=C(C(=CC=C1)N)Cl)C#N)Cl 5-amino-6-((3-amino-2-chlorophenyl)sulfanyl)3-chloropyrazine-2-carbonitrile